C(C)(C)(C)OC(=O)N1CCC2(CC1)[C@H](C1=CC(=C(C=C1C2)OC)Cl)N[S@](=O)C(C)(C)C (R)-1-(((R)-tert-butylsulfinyl)amino)-6-chloro-5-methoxy-1,3-dihydrospiro[indene-2,4'-piperidine]-1'-carboxylic acid tert-butyl ester